5-chloro-N-(2,4-difluoro-3-(2-(methylthio)quinazolin-6-yl)phenyl)-2-methoxypyridine-3-sulfonamide ClC=1C=C(C(=NC1)OC)S(=O)(=O)NC1=C(C(=C(C=C1)F)C=1C=C2C=NC(=NC2=CC1)SC)F